CC1=CC=C(C2=C1C=C(O2)C2=NOC(=N2)C2=CC(=C(C(=O)OC(C)(C)C)C=C2)F)C tert-Butyl 4-(3-(4,7-dimethylbenzofuran-2-yl)-1,2,4-oxadiazol-5-yl)-2-fluorobenzoate